N(=[N+]=[N-])C1=CC=C(C#N)C=C1 4-azidobenzonitrile